3-(5-Ethyl-4,5,6,7-tetrahydropyrazolo[1,5-a]pyrazin-2-ylamino)-1-methyl-5-(4,4,5,5-tetramethyl-1,3,2-dioxaborolan-2-yl)pyridin-2(1H)-one C(C)N1CC=2N(CC1)N=C(C2)NC=2C(N(C=C(C2)B2OC(C(O2)(C)C)(C)C)C)=O